di-N-propyl-ethylenediamine C(CC)NCCNCCC